tert-butyl (7-aminooctyl)carbamate NC(CCCCCCNC(OC(C)(C)C)=O)C